tris(2,4-di-tert-butylphenyl) phosphite gold (I) [Au+].P(OC1=C(C=C(C=C1)C(C)(C)C)C(C)(C)C)(OC1=C(C=C(C=C1)C(C)(C)C)C(C)(C)C)OC1=C(C=C(C=C1)C(C)(C)C)C(C)(C)C